The molecule is a carboxylic ester resulting from the formal condensation of 3-methylflavone-8-carboxylic acid with 2-(1-piperidinyl)ethanol. It has a role as a parasympatholytic, a muscarinic antagonist and an antispasmodic drug. It is a member of piperidines, a member of flavones, a carboxylic ester and a tertiary amino compound. It derives from a 3-methylflavone-8-carboxylic acid and a 2-(piperidin-1-yl)ethanol. It is a conjugate base of a flavoxate(1+). CC1=C(OC2=C(C1=O)C=CC=C2C(=O)OCCN3CCCCC3)C4=CC=CC=C4